FC1=C(C=CC=C1)C1=C(C(=CN1S(=O)(=O)C=1C=NC=CC1)CNC([2H])([2H])[2H])OC N-((5-(2-fluorophenyl)-4-methoxy-1-(pyridin-3-ylsulfonyl)-1H-pyrrol-3-yl)methyl)methan-d3-amine